NCC1=C2CNCC2=CC=C1 4-(aminomethyl)isoindolin